2-(3-tert-butyl-1,7-dimethyl-1H-indazol-4-yl)-2-(3-(5-(5,6,7,8-tetrahydro-1,8-naphthyridin-2-yl)pentyloxy)azetidin-1-yl)acetic acid C(C)(C)(C)C1=NN(C2=C(C=CC(=C12)C(C(=O)O)N1CC(C1)OCCCCCC1=NC=2NCCCC2C=C1)C)C